(2S,4R)-1-[(2S)-2-(4-cyclopropyltriazol-1-yl)-3,3-dimethyl-butanoyl]-N-[2-(2,5-dichlorophenyl)ethyl]-4-hydroxy-pyrrolidine-2-carboxamide C1(CC1)C=1N=NN(C1)[C@H](C(=O)N1[C@@H](C[C@H](C1)O)C(=O)NCCC1=C(C=CC(=C1)Cl)Cl)C(C)(C)C